(2R,4s)-2-(2,6-dichlorophenyl)-4-(5,5-difluoropentyl)-5-oxo-3-((R)-1-phenylethyl)imidazolidine-1-carboxylic acid tert-butyl ester C(C)(C)(C)OC(=O)N1[C@@H](N([C@H](C1=O)CCCCC(F)F)[C@H](C)C1=CC=CC=C1)C1=C(C=CC=C1Cl)Cl